C(\C=C(/C)\CC\C=C(/C)\CCC=C(C)C)Cl (E,E)-farnesyl chloride